(2S)-1-{2-[(5-ethylthiophen-2-yl)sulfonyl]-2H,4H,5H,6H-pyrrolo[3,4-c]pyrazol-5-yl}-3-hydroxy-2-phenylpropan-1-one C(C)C1=CC=C(S1)S(=O)(=O)N1N=C2C(=C1)CN(C2)C([C@H](CO)C2=CC=CC=C2)=O